BrC1=NC=C(C=C1)C(CCS(=O)(=O)C)C1COC1 2-bromo-5-(3-(methylsulfonyl)-1-(oxetan-3-yl)propyl)pyridine